2-Methoxy-5-(1H-1,2,4-triazol-1-ylmethyl)pyridin COC1=NC=C(C=C1)CN1N=CN=C1